C(C)(=O)N1CC=2N(CC1)N=C(C2C2=CC(=NC=C2)NC(C2=NC=CC=C2)=O)C2=CC=C(C=C2)F N-(4-(5-acetyl-2-(4-fluorophenyl)-4,5,6,7-tetrahydropyrazolo[1,5-a]pyrazin-3-yl)pyridin-2-yl)picolinamide